1-(4-(4-amino-1-(oxetan-3-yl)-1H-pyrazolo[3,4-d]pyrimidin-3-yl)-2-fluorophenyl)-3-(3-(tert-butyl)isoxazol-5-yl)urea NC1=C2C(=NC=N1)N(N=C2C2=CC(=C(C=C2)NC(=O)NC2=CC(=NO2)C(C)(C)C)F)C2COC2